N-(1-(4-bromophenyl)-2-(p-toluenesulfonyl)vinyl)methacrylamide BrC1=CC=C(C=C1)C(=CS(=O)(=O)C1=CC=C(C)C=C1)NC(C(=C)C)=O